N-(3-chloro-5-(ethylsulfonamido)phenyl)-4-(5-(3-fluoroazetidin-1-yl)pyrimidin-2-yl)-5-methylthiophene-2-carboxamide ClC=1C=C(C=C(C1)NS(=O)(=O)CC)NC(=O)C=1SC(=C(C1)C1=NC=C(C=N1)N1CC(C1)F)C